4-(((6-chloro-2-(trifluoromethyl)quinolin-4-yl)amino)methyl)-4-phenylpiperidine-1-sulfonamide ClC=1C=C2C(=CC(=NC2=CC1)C(F)(F)F)NCC1(CCN(CC1)S(=O)(=O)N)C1=CC=CC=C1